2-(4-cyclopropyl-6-methoxypyrimidin-5-yl)-8-(3-fluoro-4-(1-methyl-4-(trifluoromethyl)-1H-imidazol-2-yl)benzyl)-5-methyl-7,8-dihydropteridine C1(CC1)C1=NC=NC(=C1C1=NC=2N(CCN(C2C=N1)C)CC1=CC(=C(C=C1)C=1N(C=C(N1)C(F)(F)F)C)F)OC